OCCN(C(C=C)=O)C1=NC=C(C(=C1)\C=C\[C@@H]1CC[C@H](CC1)C(F)(F)F)OC N-(2-Hydroxyethyl)-N-(5-methoxy-4-((E)-2-(trans-4-(trifluoromethyl)cyclohexyl)vinyl)pyridin-2-yl)acrylamide